FC(OC=1C=2N(C=C(C1)C(F)(F)F)CC1(N2)C(COC2=C(C=CC=C21)F)F)F rac-8'-(difluoromethoxy)-3,8-difluoro-6'-(trifluoromethyl)-3'h-spiro[chroman-4,2'-imidazo[1,2-a]pyridine]